(S)-2-(((1-((6-chloropyridin-3-yl)methyl)-1H-pyrazol-4-yl)methyl)amino)-7-isopropyl-4,8-dimethyl-7,8-dihydropteridin-6(5H)-one hydrochloride Cl.ClC1=CC=C(C=N1)CN1N=CC(=C1)CNC1=NC=2N([C@H](C(NC2C(=N1)C)=O)C(C)C)C